5-{1-fluoro-3-hydroxy-7-[2-(1H-pyrazol-1-yl)ethoxy]naphthalen-2-yl}-1λ6,2,5-thiadiazolidine-1,1,3-trione FC1=C(C(=CC2=CC=C(C=C12)OCCN1N=CC=C1)O)N1CC(NS1(=O)=O)=O